3-[3-(difluoromethoxy)-4-[3-hydroxy-3-(trifluoromethyl)azetidine-1-carbonyl]-5-methoxyphenyl]-2-methyl-6-(1-methylpyrazol-4-yl)indazole-4-carbonitrile FC(OC=1C=C(C=C(C1C(=O)N1CC(C1)(C(F)(F)F)O)OC)C=1N(N=C2C=C(C=C(C12)C#N)C=1C=NN(C1)C)C)F